FC(CNC(=O)C1=CC2=C(N=CN2)C=C1)(F)F benzoimidazole-5-carboxylic acid (2,2,2-trifluoro-ethyl)-amide